C(CC(=O)[O-])C(C(=O)[O-])O The molecule is a dicarboxylic acid dianion resulting from the removal of a proton from both of the carboxylic acid groups of 2-hydroxyglutaric acid. It is a dicarboxylic acid dianion and a 2-hydroxyglutarate. It derives from a glutarate(2-). It is a conjugate base of a 2-hydroxyglutarate(1-).